[K].FC(C1=C(C=CC=C1)O)(F)F 2-(trifluoromethyl)phenol potassium salt